BrC1=CC=C2C=CC(=CC2=C1)C=1SC2=C(C1)C=CC=C2 2-(7-bromo-naphthalene-2-yl)-benzothiophene